ClC=1N([C@]2([C@H](O)[C@H](O)[C@@H](CO)O2)C2=CC=CC=C2)C=2N=CN=C(C2N1)N 8-chlorophenyl-adenosine